CN1N=C2C(=CC(=CC2=C1)C1=CC2=C(N=N1)N=C(S2)N(C2CC(NC(C2)(C)C)(C)C)C)C#N 2-Methyl-5-{6-[methyl-(2,2,6,6-tetramethylpiperidin-4-yl)amino][1,3]thiazolo[4,5-c]pyridazin-3-yl}-2H-indazol-7-carbonitril